N=C1N=CC=C1 iminoazole